tert-butyl (3-(4-tosyl-4,5-dihydrooxazol-5-yl)bicyclo[1.1.1]pentan-1-yl)carbamate S(=O)(=O)(C1=CC=C(C)C=C1)C1N=COC1C12CC(C1)(C2)NC(OC(C)(C)C)=O